BrC1=CN=C(N(C1=O)C)N1CCC2([C@@H](C=3N(N=CC3)C2)NC(OC(C)(C)C)=O)CC1 tert-butyl (S)-(1-(5-bromo-1-methyl-6-oxo-1,6-dihydropyrimidin-2-yl)-4'H,6'H-spiro[piperidine-4,5'-pyrrolo[1,2-b]pyrazol]-4'-yl)carbamate